C(C)C=1C(NC=2C=C(C=NC2C1)CN1C[C@H]2N(C3=C(NC2)N=C(C=C3)C(=O)NC)CC1)=O (S)-3-((7-Ethyl-6-oxo-5,6-dihydro-1,5-naphthyridin-3-yl)methyl)-N-methyl-2,3,4,4a,5,6-hexahydro-1H-pyrazino[1,2-a]pyrido[2,3-e]pyrazine-8-carboxamide